N-[4-(4-cyano-2-{1-[(2H3)methyl]-2-imidazolyl}phenyl)-6-cyclopropyl-2-pyridyl]-1-cyclopropyl-5-[(2-methoxyethylamino)methyl]-2-oxo-1,2-dihydronicotinamide C(#N)C1=CC(=C(C=C1)C1=CC(=NC(=C1)C1CC1)NC(C=1C(N(C=C(C1)CNCCOC)C1CC1)=O)=O)C=1N(C=CN1)C([2H])([2H])[2H]